tert-butyl 3-(((7-chloro-8-fluoro-4-hydroxy-2-(methylthio)pyrido[4,3-d]pyrimidin-5-yl)oxy)methyl)-4-(methylamino)pyrrolidine-1-carboxylate ClC1=C(C=2N=C(N=C(C2C(=N1)OCC1CN(CC1NC)C(=O)OC(C)(C)C)O)SC)F